FC(C(=O)O)(F)F.FC(C(=O)O)(F)F.FC(C(=O)O)(F)F.C(C1=CC=CC=C1)(=O)N benzamide tris(2,2,2-trifluoroacetate)